FC(CN1C(=NC=2C1=NC(=CN2)C2=CNC=1N=C(N=C(C12)NC)NC1CCC(CC1)N1C(CCC1)=O)C)F 1-((1s,4s)-4-((5-(1-(2,2-difluoroethyl)-2-methyl-1H-imidazo[4,5-b]pyrazin-6-yl)-4-(methylamino)-7H-pyrrolo[2,3-d]pyrimidin-2-yl)amino)cyclohexyl)pyrrolidin-2-one